2-(2-nitrobenzyl)malonic acid diethyl ester C(C)OC(C(C(=O)OCC)CC1=C(C=CC=C1)[N+](=O)[O-])=O